NC1=C(C=C(C=N1)NC(C(=O)N1[C@H](CC([C@@H](C1)C)(F)F)C1=CC=CC=C1)=O)C N-(6-amino-5-methyl-3-pyridyl)-2-[(2R,5R)-4,4-difluoro-5-methyl-2-phenyl-1-piperidyl]-2-oxo-acetamide